FC(C=1C=C(C(=NC1)NC(=S)NC(C=1C=C2C(=CN1)N(CC2)C)=N)N(C(OC(C)(C)C)=O)C)F tert-butyl (5-(difluoromethyl)-2-(3-(imino(1-methyl-2,3-dihydro-1H-pyrrolo[2,3-c]pyridin-5-yl)methyl)thioureido)pyridin-3-yl)(methyl)carbamate